Tert-butyl (2S)-2-[[3-(5-chlorothiazol-2-yl)-5-[[(1R)-1-[2-(trifluoromethyl)pyrimidin-5-yl]ethyl]carbamoyl]phenoxy]methyl]morpholine-4-carboxylate ClC1=CN=C(S1)C=1C=C(OC[C@@H]2CN(CCO2)C(=O)OC(C)(C)C)C=C(C1)C(N[C@H](C)C=1C=NC(=NC1)C(F)(F)F)=O